(S)-2-(5-(1,4-dimethylpiperidin-4-yl)-3-fluoro-2-methoxyphenyl)-2-((R)-3-((5-(5,6,7,8-tetrahydro-1,8-naphthyridin-2-yl)pentyl)oxy)pyrrolidin-1-yl)acetic acid CN1CCC(CC1)(C)C=1C=C(C(=C(C1)[C@@H](C(=O)O)N1C[C@@H](CC1)OCCCCCC1=NC=2NCCCC2C=C1)OC)F